N-(8-Amino-6-(3-methylpyridin-4-yl)cinnolin-3-yl)-2-fluorocyclopropanecarboxamide NC=1C=C(C=C2C=C(N=NC12)NC(=O)C1C(C1)F)C1=C(C=NC=C1)C